FC1=C(C(=C(C(=C1F)O)F)F)S(=O)(=O)[O-] 2,3,5,6-tetrafluoro-4-hydroxy-benzenesulfonate